Methyl (S)-3-allyl-1-benzoyl-2-oxopiperidine-3-carboxylate C(C=C)[C@@]1(C(N(CCC1)C(C1=CC=CC=C1)=O)=O)C(=O)OC